ClC=1C=C(C=C(C1)C=1C=C(C=CC1)C1=CC=CC=C1)C1=CC=C(C=C1)C1=CC=CC=C1 5''-chloro-1,1':3',1'':3'',1''':4''',1''''-quinquephenyl